(2-(tert-Butyldiphenylsilyloxy)ethoxy)-8-(2-fluoro-4-iodoanilino)-2,6-naphthyridin-1(2H)-one [Si](C1=CC=CC=C1)(C1=CC=CC=C1)(C(C)(C)C)OCCON1C(C2=C(C=NC=C2C=C1)NC1=C(C=C(C=C1)I)F)=O